N-(4-((2-(2-fluoropropan-2-yl)-6-methylpyrimidin-4-yl)amino)-5-(5-fluoropyrimidin-2-yl)pyridin-2-yl)acetamide FC(C)(C)C1=NC(=CC(=N1)NC1=CC(=NC=C1C1=NC=C(C=N1)F)NC(C)=O)C